FC(C1=CC=C(C=C1)NC(C1=CC=CC=C1)=S)(F)F N-(4-trifluoromethylphenyl)thiobenzamide